2-(3,5-dichloro-4-(4-hydroxy-3-(isothiazol-5-yl)benzyl)phenoxy)acetamide ClC=1C=C(OCC(=O)N)C=C(C1CC1=CC(=C(C=C1)O)C1=CC=NS1)Cl